5,6,7,8,9,10-hexahydro-4H-cyclonona[b]thiophene S1C2=C(C=C1)CCCCCCC2